2-(6-isopropoxypyridin-3-yl)-5,6-dihydropyrrolo[3,4-c]pyrazol-4(2H)-one C(C)(C)OC1=CC=C(C=N1)N1N=C2C(=C1)C(NC2)=O